Benzyl-N-(4-fluoro-3-methylphenyl)-7-methyl-3-oxo-2,3,3a,4,10,10a-hexahydro-1H,7H-dipyrrolo[3,4-b:3',4'-f][1,4,5]oxathiazocin-8-carboxamid-5,5-dioxid C(C1=CC=CC=C1)C1NC(C2NS(C=3C(OCC21)=C(N(C3)C)C(=O)NC3=CC(=C(C=C3)F)C)(=O)=O)=O